ethyl (S)-2-((5-(pyridin-3-yl)pyrimidin-2-yl)amino)-9-(5,6,7,8-tetrahydro-1,8-naphthyridin-2-yl)nonanoate N1=CC(=CC=C1)C=1C=NC(=NC1)N[C@H](C(=O)OCC)CCCCCCCC1=NC=2NCCCC2C=C1